O1C=C(C2=C1C=CC=C2)CN(C2=C(C=CC=C2)Br)C N-(benzofuran-3-ylmethyl)-2-bromo-N-methylaniline